C(C)(C)(C)[C@](N(C(=O)[C@@H]1CN(CC1)S(=O)(=O)C=C)C)(C(C)C)C(=O)O.C(CCCCCCC)ON1C(CC(CC1(C)C)C(C(=O)O)(CCCCCCCC(=O)O)C1CC(N(C(C1)(C)C)OCCCCCCCC)(C)C)(C)C.[C-]1(C=CC=C1)CO.[C-]1(C=CC=C1)CO.[Fe+2] 1,1'-Ferrocenedimethanol bis(1-octyl-oxy-2,2,6,6-tetramethyl-piperid-4-yl)sebacate tert-butyl-N-methyl-N-((S)-1-(vinylsulfonyl)pyrrolidine-3-carbonyl)-L-valinate